2-[4,7-Bis(carboxymethyl)-1,4,7-triazonan-1-yl]pentanedioic acid C(=O)(O)CN1CCN(CCN(CC1)CC(=O)O)C(C(=O)O)CCC(=O)O